5-isopropyl-1,3-phenylenediamine C(C)(C)C=1C=C(C=C(C1)N)N